N,N'-diphenylterephthalamide C1=CC=C(C=C1)NC(=O)C2=CC=C(C=C2)C(=O)NC3=CC=CC=C3